N1=NC(N=C1)=S 1,2,4-TRIAZOLE-3-THION